N-[1-[3-(dimethylamino)phenyl]ethyl]-2-[2-(4-thiomorpholinyl)ethyl]-4-(trifluoromethyl)-5-thiazolecarboxamide CN(C=1C=C(C=CC1)C(C)NC(=O)C1=C(N=C(S1)CCN1CCSCC1)C(F)(F)F)C